C(COCC(=O)[O-])(=O)[O-].[Na+].[Na+] disodium diglycolate